1,8-dihydroxy-3-(hydroxymethyl)anthraquinone OC1=CC(=CC=2C(C3=CC=CC(=C3C(C12)=O)O)=O)CO